C(CC)C1=C2C(=CC(=C1)O2)CCC (2,6-di-n-propyl-1,4-phenylene) ether